CCCCCC(CC)O Octane-6-ol